OC1=C(C=C(C=C1C(C1=CC=CC=C1)(C)C)C(C1=CC=CC=C1)(C)C)N1N=C2C(=N1)C=CC=C2 2-[2-hydroxy-3,5-bis(α,α-dimethylbenzyl)phenyl]Benzotriazole